CN(C(C(C)=O)=O)C1=CC=CC=C1 N-methyl-2-oxo-N-phenylpropionamide